O1CCCC2=CC=C(C=C12)CCN 2-Chroman-7-yl-ethylamine